N(N)C(OC1COC2(CC2)C1)=S O-(4-oxaspiro(2.4)heptan-6-yl) hydrazinecarbothioate